CCN1C(=CC(=O)C(=C1C2=CC=C(C=C2)Cl)C(=O)[O-])C.[K+] The molecule is a potassium salt resulting from the reaction of equimolar amounts of karetazan and potassium hydroxide. It is used as a chemical hybridisation agent for commercial hybrid seed production. It is not approved for use within the European Union. It has a role as a chemical hybridisation agent. It contains a karetazan(1-).